C(C=C)OCC=1C(=NC(=CC1)Br)NC(=O)[C@H]1N([C@@H]2C[C@@]2(C1)CN=[N+]=[N-])C(=O)OC(C)(C)C tert-Butyl (1R,3S,5R)-3-((3-((allyloxy)methyl)-6-bromopyridin-2-yl)carbamoyl)-5-(azidomethyl)-2-azabicyclo[3.1.0]hexane-2-carboxylate